N-(2-carbamoyl-4-chloro-6-methyl-phenyl)-2-(3-chloro-2-pyridyl)-5-(1-cyanocyclopropyl)pyrazole-3-carboxamide C(N)(=O)C1=C(C(=CC(=C1)Cl)C)NC(=O)C=1N(N=C(C1)C1(CC1)C#N)C1=NC=CC=C1Cl